C(C=C)(=O)NC1=CC(=C(C=C1)C1=NN2N=CN=C(C2=C1C1=CC(=C(C(=O)NC2CC2)C=C1)OC)N)F 4-(6-(4-acrylamido-2-fluorophenyl)-4-aminopyrazolo[5,1-f][1,2,4]triazin-5-yl)-N-cyclopropyl-2-methoxybenzamide